Diallyl-methyl-amine hydrochloride Cl.C(C=C)N(C)CC=C